BrC=1C=CC(=C(OCCC(=O)O)C1)C1OC2=C(C=CC=C2C(C1)=O)Cl 3-[5-bromo-2-(8-chloro-4-oxo-chroman-2-yl)phenoxy]Propionic acid